C1(=CC=CC=C1)CNC[Si](C)(C)C 1-phenyl-N-(trimethylsilylmethyl)methanamine